C(C(=C)C)(=O)CC[NH+](C)C N-methacryloylethyl-N,N-dimethyl-ammonium